(3,5-dichloro-4-((2-(1-ethoxyethyl)-1-oxo-1,2,3,4-tetrahydroisoquinolin-6-yl)oxy)phenyl)-3,5-dioxo-2,3,4,5-tetrahydro-1,2,4-triazine-6-carbonitrile ClC=1C=C(C=C(C1OC=1C=C2CCN(C(C2=CC1)=O)C(C)OCC)Cl)N1N=C(C(NC1=O)=O)C#N